triazolo[4,5-b]pyridinium 3-Oxide [NH+]=1N[N+](=C2N=CC=CC21)[O-]